FC(CCC=1C(=NC2=CC=CC=C2C1)C1=C(C(=CC=C1)C)C)(F)F (trifluoropropyl)(dimethylphenyl)quinoline